C1=C2C(N3C(C2=CC=C1)=NC1C3C=CC=C1)=O 5a,9a-dihydro-11H-benzo[4,5]imidazo[2,1-a]isoindol-11-one